(1R,2R)-6-hydroxy-2-(tetrahydro-2H-pyran-4-yl)-1,2,3,4-tetrahydronaphthalene OC=1C=C2CC[C@H](CC2=CC1)C1CCOCC1